4-(5-(morpholine-4-carbonyl)-1-(p-tolyl)-1H-benzo[d]imidazol-2-yl)benzonitrile N1(CCOCC1)C(=O)C1=CC2=C(N(C(=N2)C2=CC=C(C#N)C=C2)C2=CC=C(C=C2)C)C=C1